2-hydroxy-methylphenylpropane-1-one OC(C(=O)C1=CC=CC=C1)(C)C